CC1=NC(=NO1)C1=NN=C2N1C=C(C=C2)OCC2=NC=1CCN(CC1C=C2)C2COC2 5-methyl-3-(6-((6-(oxetan-3-yl)-5,6,7,8-tetrahydro-1,6-naphthyridin-2-yl)methoxy)-[1,2,4]triazolo[4,3-a]pyridin-3-yl)-1,2,4-oxadiazole